FC(N1N=C(C(=C1)C(=O)NC1CCC(CC1)NC1=CC=CC=2N1C=C(N2)C(F)F)C(F)F)F 1,3-bis(difluoromethyl)-N-[(1s,4s)-4-{[2-(difluoromethyl)imidazo[1,2-a]pyridin-5-yl]amino}cyclohexyl]-1H-pyrazole-4-carboxamide